N,N-Dimethyl-Behenylamin-Hydroiodid I.CN(C)CCCCCCCCCCCCCCCCCCCCCC